(dibenzylidene-acetone) monopalladium [Pd].C(C1=CC=CC=C1)=CC(=O)C=CC1=CC=CC=C1